7-methyl-3-nitro-5,6,7,8-tetrahydroquinoline CC1CCC=2C=C(C=NC2C1)[N+](=O)[O-]